BrCCC[Si](OC)(OC)OC γ-bromopropyl-trimethoxysilane